3-(hydroxymethyl)-4-phenoxybenzoic acid OCC=1C=C(C(=O)O)C=CC1OC1=CC=CC=C1